BrCC1(COC(OC1)CC)CBr 5,5-bis(bromomethyl)-2-ethyl-1,3-dioxane